2-(1-(6,7-dimethoxyquinolin-4-yl)piperidin-4-yl)butyronitrile COC=1C=C2C(=CC=NC2=CC1OC)N1CCC(CC1)C(C#N)CC